FCCCN1C[C@H](CC1)OC1=CC=C(C=C1)C1=C(CSC2=CC(=CC=C12)O)C1=CC=C(C=C1)SC(F)(F)F 4-[4-[(3S)-1-(3-fluoropropyl)pyrrolidin-3-yl]oxyphenyl]-3-[4-(trifluoromethyl-sulfanyl)phenyl]-2H-thiochromen-7-ol